ClC1=C(C(=NN1COCC[Si](C)(C)C)C)O 5-Chloro-3-methyl-1-((2-(trimethylsilyl)ethoxy)methyl)-1H-pyrazol-4-ol